methyl 4-bromo-1-ethyl-indazole-3-carboxylate BrC1=C2C(=NN(C2=CC=C1)CC)C(=O)OC